(pyrido[3,4-d]pyrimidin-4-yl)piperidin N1=CN=C(C2=C1C=NC=C2)N2CCCCC2